FC(C(=O)O)(CCCCCCCCCCCCCCCCC)F.C(CCCC)C(CCC(C(=O)NOCCCCCCCCCC)CCN(C)C)CCCCC 3-amyl-octyl-[N-(decyloxy)-4-(dimethylamino)butyramide] 2,2-difluorononadecanoate